COC=1C(C(=C(C(C1OC)=O)CCCCCCCCCCOC1=CC=C(C=C1)C(N)=S)C)=O 4-{[10-(4,5-dimethoxy-2-methyl-3,6-dioxocyclohexa-1,4-dien-1-yl)decyl]oxy}benzene-1-carbothioamide